5-chloro-2-((4,4-difluorocyclohexyl)oxy)-N-(4-fluoro-3-(methylthio)phenyl)-4-(trifluoromethyl)benzamide ClC=1C(=CC(=C(C(=O)NC2=CC(=C(C=C2)F)SC)C1)OC1CCC(CC1)(F)F)C(F)(F)F